2-(benzyloxy)-4-(N-(4-cyclohexylbenzyl)-1-((perfluorophenyl)sulfonyl)azetidine-3-carboxamido)benzoic acid C(C1=CC=CC=C1)OC1=C(C(=O)O)C=CC(=C1)N(C(=O)C1CN(C1)S(=O)(=O)C1=C(C(=C(C(=C1F)F)F)F)F)CC1=CC=C(C=C1)C1CCCCC1